OC=1C=C(C=CC1C(=O)NCCC1CC(CC1)NC(C=CCN1CCCC1)=O)C N-{3-[2-(3-hydroxy-4-toluoylamino)ethyl]cyclopentyl}-4-(1-pyrrolidinyl)-2-butenamide